4-(3-((2-((1-(1-methylpiperidin-4-yl)-1H-pyrazol-4-yl)amino)-5-(trifluoromethyl)pyrimidin-4-yl)amino)propyl)-1,4-oxazepan-5-one CN1CCC(CC1)N1N=CC(=C1)NC1=NC=C(C(=N1)NCCCN1CCOCCC1=O)C(F)(F)F